BrC1=CC=C2C=C(C(=NC2=C1)NCC1=C(C=C(C=C1)Cl)F)C(F)(F)F 7-bromo-N-(4-chloro-2-fluorobenzyl)-3-(trifluoromethyl)quinolin-2-amine